ClC=1C(N(C(=CC1OCC1=NC(=CC(=C1)C)F)C)C1=CC(=NC=C1C)C1=NC(=NC=C1C)C(C)(C)O)=O (P)-3-chloro-4-((6-fluoro-4-methylpyridin-2-yl)methoxy)-2'-(2-(2-hydroxypropan-2-yl)-5-methylpyrimidin-4-yl)-5',6-dimethyl-2H-[1,4'-bipyridin]-2-one